perfluoronaphthalene FC1=C(C(=C(C2=C(C(=C(C(=C12)F)F)F)F)F)F)F